1-(2-hydroxy-2-methylpropyl)-6-(4,4,5,5-tetramethyl-1,3,2-dioxaborolan-2-yl)-1,2,3,4-tetrahydro-1,8-naphthyridin-2-one OC(CN1C(CCC2=CC(=CN=C12)B1OC(C(O1)(C)C)(C)C)=O)(C)C